N1OCCCCO1 2,7-dioxazepane